CC1=CC=2C(=CN=CC2)N1S(=O)(=O)C1=CC=C(C)C=C1 2-Methyl-1-tosyl-1H-pyrrolo[2,3-c]pyridine